C1(CC1)C1=NNC(=C1)NC(CC=1C=NN(C1)C1=NC=CC(=C1)OC)=O N-(3-cyclopropyl-1H-pyrazol-5-yl)-2-(1-(4-methoxypyridin-2-yl)-1H-pyrazol-4-yl)acetamide